C(C)(C)C1C(CC(CC1)C)C(COCC)(COC)CC[Si](C1=CC=CC=C1)(C)C 2-(2-isopropyl-5-methylcyclohexyl)-2-(2-dimethylphenylsilylethyl)-1-ethoxy-3-methoxypropane